FC=1C(=CC2=C(N(C(=N2)C)C2COC2)C1)C#CC1=NN(C(=C1C(=O)N)NC)[C@@H]1CN([C@H](C1)COC)C(C=C)=O 3-{2-[6-fluoro-2-methyl-1-(oxetan-3-yl)-1,3-benzodiazol-5-yl]Ethynyl}-1-[(3S,5R)-5-(methoxymethyl)-1-(prop-2-enoyl)pyrrolidin-3-yl]-5-(methylamino)pyrazole-4-carboxamide